CC(C)(C)S(=O)N=CC1=CN=C(S1)C(F)(F)F 2-methyl-N-((2-(trifluoromethyl)thiazol-5-yl)methylene)propane-2-sulfinamide